BrCC=1C(=NN(C1)C1=CC(=CC=C1)Cl)C1=CC=CC=C1 (bromomethyl)-1-(3-chlorophenyl)-3-phenyl-1H-pyrazole